2-(3,5-bis-trifluoromethyl-phenyl)-N-[4-(4-fluoro-2-methyl-phenyl)-5'-hydroxymethyl-[2,3']bipyridinyl-5-yl]-N-methyl-isobutyramide FC(C=1C=C(C=C(C1)C(F)(F)F)C(C(=O)N(C)C=1C(=CC(=NC1)C=1C=NC=C(C1)CO)C1=C(C=C(C=C1)F)C)(C)C)(F)F